FC=1C=C(C=CC1C=1C=NC=CC1C)O 3-Fluoro-4-(4-methylpyridin-3-yl)phenol